(3S)-3-(4-(Ethylsulfonyl)phenyl)-3-(2-(2-(3-fluorophenyl)pyrrolidin-1-yl)pyrimidine-5-carboxamido)propionic acid C(C)S(=O)(=O)C1=CC=C(C=C1)[C@H](CC(=O)O)NC(=O)C=1C=NC(=NC1)N1C(CCC1)C1=CC(=CC=C1)F